C(C1=CC=CC=C1)N1N=C(N=C1)C(=O)NC1C(N(C=2N(CC1)N=C(C2)CN2CC(C2)F)C)=O 1-benzyl-N-(2-((3-fluoroazetidin-1-yl)methyl)-4-methyl-5-oxo-5,6,7,8-tetrahydro-4H-pyrazolo[1,5-a][1,3]diazepin-6-yl)-1H-1,2,4-triazole-3-carboxamide